tert-butyl 2'-(6-amino-4-(((S)-2-hydroxy-1-phenylethyl) amino) pyridin-3-yl)-5'H-8-azaspiro[bicyclo[3.2.1]octane-3,4'-oxazole]-8-carboxylate NC1=CC(=C(C=N1)C=1OCC2(N1)CC1CCC(C2)N1C(=O)OC(C)(C)C)N[C@H](CO)C1=CC=CC=C1